FCC=1C=C(C=CC1)N1CC2=C(N=C(N=C2)C)C2(C1=O)CN(C2)C 6'-(3-(fluoromethyl)phenyl)-1,2'-dimethyl-5',6'-dihydro-7'H-spiro[azetidine-3,8'-pyrido[4,3-d]pyrimidin]-7'-one